COC(=O)C=1C=2C=CNC2C=CC1OC1=CC(=CC=C1)C=1SC=C(N1)CC1=CC(=CC=C1)I 5-(3-(4-(3-iodobenzyl)thiazol-2-yl)phenoxy)-1H-indole-4-carboxylic acid methyl ester